p-propionyl-phenylalanine C(CC)(=O)C1=CC=C(C[C@H](N)C(=O)O)C=C1